ClC=1C=C2C=NNC2=C(C1)C1(C[C@@H]2[C@@H](CN(C2)S(=O)(=O)C2CC2)C1)O (3ar,5r,6as)-5-(5-chloro-1H-indazol-7-yl)-2-(cyclopropylsulfonyl)octahydrocyclopenta[c]pyrrol-5-ol